6-(methoxycarbonyl)tetrahydro-2H-pyran-3,4,5-triacetate COC(=O)C1C(C(C(CO1)CC(=O)[O-])CC(=O)[O-])CC(=O)[O-]